(7-amino-6-hydroxy-5-((2S,4S)-4-(5-(2-hydroxypropan-2-yl)-1H-1,2,3-triazol-1-yl)pyrrolidine-2-carboxamido)-7-oxoheptyl)carbamic acid benzyl ester hydrochloride Cl.C(C1=CC=CC=C1)OC(NCCCCC(C(C(=O)N)O)NC(=O)[C@H]1NC[C@H](C1)N1N=NC=C1C(C)(C)O)=O